N=1SN=C2C1C=CC=C2NS(=O)(=O)C2=CNC1=C3C(=CC=C21)C=CC=C3 N-(2,1,3-benzothiadiazol-4-yl)-1H-benzo[g]indole-3-sulfonamide